6-[7,7-Difluorohexahydropyrrolo[1,2-a]pyrazin-2(1H)-yl]-N-{(1R)-1-[3-(difluoromethyl)-2-fluorophenyl]ethyl}-2-methylpyrido[3,4-d]pyrimidin-4-amine FC1(CC2N(CCN(C2)C2=CC3=C(N=C(N=C3N[C@H](C)C3=C(C(=CC=C3)C(F)F)F)C)C=N2)C1)F